CCCCCCN(CCCCCC)C=O N,N-dihexylformamide